tert-butyl N-[(2R,3E)-4-(4,4,5,5-tetramethyl-1,3,2-dioxaborolan-2-yl)but-3-en-2-yl]carbamate CC1(OB(OC1(C)C)/C=C/[C@@H](C)NC(OC(C)(C)C)=O)C